C[C@H]1N(CC[C@H](C1)C)C(=O)C=1C2=C(SC1NC(C1=CN=C(C=C1)O)=O)CCCC2 |r| rac-N-(3-((2R,4R)-2,4-dimethylpiperidine-1-carbonyl)-4,5,6,7-tetrahydrobenzo[b]thiophen-2-yl)-6-hydroxynicotinamide